6-chloro-3-(3,5-difluorophenyl)-3-methyl-2,3-dihydroimidazo[1,5-a]pyridine-1,5-dione ClC1=CC=C2N(C1=O)C(NC2=O)(C)C2=CC(=CC(=C2)F)F